C(C1=CC=CC=C1)OC1=NC=2N(C(=C1)N1CCOCC1)N=C(C2)C2=CC(=NN2CCN(C)C)C 2-(5-(5-(benzyloxy)-7-morpholinopyrazolo[1,5-a]pyrimidin-2-yl)-3-methyl-1H-pyrazol-1-yl)-N,N-dimethylethanamine